toluene-2,5-diamine CC=1C(=CC=C(C1)N)N